BrC1=CC(=NC=C1)OCCC12CC(C1)(C2)NC(OC(C)(C)C)=O tert-butyl (3-(2-((4-bromopyridin-2-yl)oxy)ethyl)bicyclo[1.1.1]pentan-1-yl)carbamate